6-(3-methyl-5-(((2-(trifluoromethyl)pyridin-3-yl)oxy)methyl)piperidin-1-yl)pyrazin-2-yl-hydrazine CC1CN(CC(C1)COC=1C(=NC=CC1)C(F)(F)F)C1=CN=CC(=N1)NN